CN1CCN(CC1)C1CCNCC1 1-methyl-4-(piperidine-4-yl)piperazine